C1(CCCC1)C12C([C@](N(CC1)CC2)(COC)CO)=O (1S,2R,4S)-4-cyclopentyl-2-(hydroxymethyl)-2-(methoxymethyl)quinuclidin-3-one